1,4-dibenzylpiperazine-2-carboxylic acid-2,3,3,5,5,6,6-d7 C(C1=CC=CC=C1)N1C(C(N(C(C1([2H])[2H])([2H])[2H])CC1=CC=CC=C1)([2H])[2H])(C(=O)O)[2H]